FC1(C[C@H](CCC1)[C@@H](C(=O)NC1=CC=C(C=C1)C=1C(=[N+](C=CC1C(F)(F)F)[O-])C)NC(=O)C1=CC=NN1C)F 3-(4-((S)-2-((S)-3,3-difluorocyclohexyl)-2-(1-methyl-1H-pyrazole-5-carboxamido)acetamido)phenyl)-2-methyl-4-(trifluoromethyl)pyridine 1-oxide